5-(5-bromo-1-oxo-isoindolin-2-yl)-1,3-dihydrobenzimidazol-2-one BrC=1C=C2CN(C(C2=CC1)=O)C1=CC2=C(NC(N2)=O)C=C1